bishydroxy phthalate C(C=1C(C(=O)OO)=CC=CC1)(=O)OO